F[C@@H]1CN(CC1)C1CCC(CC1)C=1C=C2C(=C(NC2=CC1)C=1C2=C(C=3N(C1)N=CN3)COC2)C(C)C (S)-6-(5-(4-(3-fluoropyrrolidin-1-yl)cyclohexyl)-3-isopropyl-1H-indol-2-yl)-7,9-dihydrofuro[3,4-c][1,2,4]triazolo[1,5-a]pyridine